1-((2-methyl-1H-imidazol-1-yl)Methyl)naphthalen-2-ol CC=1N(C=CN1)CC1=C(C=CC2=CC=CC=C12)O